C(C)(C)(C)N1CC(CC(C1)C)C(=O)NN tert-butyl-3-(hydrazinecarbonyl)-5-methylpiperidine